(R)-4-(2-((tert-butyldimethylsilyl)oxy)propyl)-2-(tributylstannyl)pyrimidine [Si](C)(C)(C(C)(C)C)O[C@@H](CC1=NC(=NC=C1)[Sn](CCCC)(CCCC)CCCC)C